dimethyl 9-oxoheptadecanedioate O=C(CCCCCCCC(=O)OC)CCCCCCCC(=O)OC